(S)-4-(2-(cyclohexylmethyl)-4-(3,4-dichlorophenyl)piperazine-1-carbonyl)quinolin-2(1H)-one C1(CCCCC1)C[C@@H]1N(CCN(C1)C1=CC(=C(C=C1)Cl)Cl)C(=O)C1=CC(NC2=CC=CC=C12)=O